C(C)(C)(C)OC(=O)N1C[C@H](CCC1)CC1=CN(C2=CC=CC=C12)C(=O)OC(C)(C)C tert-butyl 3-{[(3R)-1-(tert-butoxycarbonyl)piperidin-3-yl]methyl}indole-1-carboxylate